C(CCCCCCCCCCC)(=O)O.CCCCCCCCCCCCCCCCCCCCC Heneicosan laurate